C(#C)C=1N(C2=CC=CC(=C2C1)NC1CCS(CC1)(=O)=O)CC(F)(F)F 4-{[2-ethynyl-1-(2,2,2-trifluoroethyl)-1H-indol-4-yl]amino}-1λ6-thiane-1,1-dione